C1(=CC(=CC(=C1)C(=O)O)C(=O)O)C(=O)O 1,3,5-benzene-tricarboxylic acid